C(CCC)C=1OC2=C(C1C(=O)C1=CC(=C(C(=C1)I)OCCN(CC)CC)I)C=CC=C2 (2-butylbenzofuran-3-yl)(4-(2-(diethylamino)ethoxy)-3,5-diiodiophenyl)-methanone